CCCC(CC)OO 4-hexylhydroxyether